N-methyl-N-(1-methyl-ethyl)sulfamide CN(S(=O)(=O)N)C(C)C